5-sulfamoyl-2,3-dihydro-1H-indene-2-carboxylic acid methyl ester COC(=O)C1CC2=CC=C(C=C2C1)S(N)(=O)=O